COC1=NN(C(=C1)S(=O)(=O)N1CCC2(CCC(C2)N2CC3(COC3)C2)CC1)C 6-(8-((3-methoxy-1-methyl-1H-pyrazol-5-yl)sulfonyl)-8-azaspiro[4.5]decan-2-yl)-2-oxa-6-azaspiro[3.3]heptane